6-[2-(3-fluorophenyl)-1-piperidyl]-2-methyl-spiro[3,5,6,7-tetrahydroquinazoline-8,1'-cyclopropane]-4-one FC=1C=C(C=CC1)C1N(CCCC1)C1CC=2C(NC(=NC2C2(CC2)C1)C)=O